CN(CCN(C=1C(=CC(=CC1)N)NC)CC)C N1-(2-(dimethylamino)ethyl)-N1-ethyl-N2-methylbenzene-1,2,4-triamine